C(CCCCCCC)S(=O)(=O)OF monofluoro octyl-sulfonate